6-[(2S)-2-(hydroxymethyl)morpholin-4-yl]-3-(2-hydroxy-4-methyl-phenyl)pyridazine-4-carbonitrile OC[C@@H]1CN(CCO1)C1=CC(=C(N=N1)C1=C(C=C(C=C1)C)O)C#N